methyl-propyl-triethoxysilane CC(C)O[Si](OCC)(OCC)CCC